N[C@H](C(=O)O)CC1=C(C=CC(=C1)Cl)OCC1CCC1 (2S)-2-amino-3-[5-chloro-2-(cyclobutylmethoxy)phenyl]propanoic acid